N,N-dimethyl-N-ethyl-N-heptylammonium C[N+](CCCCCCC)(CC)C